1-(2-(2-oxa-5-azabicyclo[2.2.1]heptan-5-yl)ethyl)-N-((1s,4s)-4-fluorocyclohexyl)-4-hydroxy-2-oxo-1,2-dihydro-1,8-naphthyridine-3-carboxamide C12OCC(N(C1)CCN1C(C(=C(C3=CC=CN=C13)O)C(=O)NC1CCC(CC1)F)=O)C2